C1(CCCC1)N(C=1C=CC(N(N1)CC(=O)N1CCC2=C(C=CC=C12)N1CCOCC1)=O)C 6-[cyclopentyl-(methyl)amino]-2-{2-[4-(morpholin-4-yl)-2,3-dihydro-1H-indol-1-yl]-2-oxoethyl}pyridazin-3(2H)-one